N-ethyl-2-((5-(2-((3x-s,5x-s)-6-(ethyl-(methyl)amino)-5-methoxy-2-methylhex-3-yl)-2,6-diazaspiro[3.4]oct-6-yl)-1,2,4-triazin-6-yl)oxy)-5-fluoro-N-isopropylbenzamide C(C)N(C(C1=C(C=CC(=C1)F)OC1=C(N=CN=N1)N1CC2(CN(C2)C(C(C)C)CC(CN(C)CC)OC)CC1)=O)C(C)C